NC(CCNC(=O)C1=NC=C(N=C1)NC(=O)C1=NN(C(=C1C)C1=CC=C(C=C1)Cl)C1=C(C=C(C=C1)Cl)Cl)=O N-(3-amino-3-oxopropyl)-5-(5-(4-chlorophenyl)-1-(2,4-dichlorophenyl)-4-methyl-1H-pyrazole-3-carboxamido)pyrazine-2-carboxamide